5-(3-(difluoromethoxy)phenyl)-N-(3-(2,2-difluoropropyl)-1,2,4-thiadiazol-5-yl)thiophene-3-carboxamide 2,3-dihydroxypropyl-3-oxohexanoate OC(COC(CC(CCC)=O)=O)CO.FC(OC=1C=C(C=CC1)C1=CC(=CS1)C(=O)NC1=NC(=NS1)CC(C)(F)F)F